NCCCC(CCN)CN 3-(aminopropyl)-1,4-butanediamine